FC1=CC=C(C=C1)C=1C=C2C(=NC=NC2=C(C1)OC)N[C@@H](C)C1=NN=C(N1)C (S)-6-(4-fluorophenyl)-8-methoxy-N-(1-(5-methyl-4H-1,2,4-triazol-3-yl)ethyl)quinazolin-4-amine